C(C=C)N(N1C(=C(C(C(=C1)C(NCC1=C(C=C(C=C1F)F)F)=O)=O)OCC1=CC=CC=C1)C(=O)OC)C(=O)OC(C)(C)C Methyl 1-(allyl (t-butoxycarbonyl) amino)-3-(benzyloxy)-4-oxo-5-((2,4,6-trifluorobenzyl) carbamoyl)-1,4-dihydropyridine-2-carboxylate